1-(2-(7,8-dimethyl-[1,2,4]triazolo[1,5-a]pyridin-6-yl)-4-fluoro-3-isopropyl-1H-pyrrolo[2,3-c]pyridin-5-yl)-N-neopentylpiperidin-4-amine CC1=C(C=2N(C=C1C1=C(C=3C(=CN=C(C3F)N3CCC(CC3)NCC(C)(C)C)N1)C(C)C)N=CN2)C